C(C)C=1C=2N(C=CC1)N=C(C2)[C@@H]2N(CCC1=C2N=CN1)C(=O)C=1OC(=NN1)C1=NN(C=C1)C (R)-(4-(4-ethylpyrazolo[1,5-a]pyridin-2-yl)-1,4,6,7-tetrahydro-5H-imidazo[4,5-c]pyridin-5-yl)(5-(1-methyl-1H-pyrazol-3-yl)-1,3,4-oxadiazol-2-yl)methanone